C(C)(=O)[O-].C(C)C(C(=O)[O-])CC.C(C)(C)O[Ti+2]OC(C)C diisopropoxytitanium bisethylacetate acetate